1-benzyl-2,3-dimethylguanidine C(C1=CC=CC=C1)NC(=NC)NC